(2-(1H-pyrazol-1-yl)ethoxy)-[1,1'-biphenyl] N1(N=CC=C1)CCOC1=C(C=CC=C1)C1=CC=CC=C1